[Co].C1(=CC(=CC=C1)N)N m-phenylenediamine cobalt